2-(4-(8-(5-(1-(3-cyclopentyl-1H-pyrazol-1-yl)ethyl)-1,2,4-oxadiazol-3-yl)-2-((S)-2,2-dimethyl-cyclopropane-1-carbonyl)-2,6-diazaspiro[3.4]octane-6-carbonyl)-1H-pyrazol-1-yl)acetic acid C1(CCCC1)C1=NN(C=C1)C(C)C1=NC(=NO1)C1CN(CC12CN(C2)C(=O)[C@@H]2C(C2)(C)C)C(=O)C=2C=NN(C2)CC(=O)O